Tert-butyl (1-(5-bromopyridin-2-yl)-5-(4-cyano-3-fluorophenyl)-1H-pyrazol-3-yl)carbamate BrC=1C=CC(=NC1)N1N=C(C=C1C1=CC(=C(C=C1)C#N)F)NC(OC(C)(C)C)=O